O=C1NC(CCC1N1C(N(C2=C1C=CC(=C2)CCCCCCC(=O)O)C)=O)=O 7-[1-(2,6-dioxopiperidin-3-yl)-3-methyl-2-oxo-1,3-benzodiazol-5-yl]heptanoic acid